1-(2-((4-(5-(azetidin-1-yl)pyridin-3-yl)-1H-1,2,3-triazole-1-yl)methyl)imidazo[1,2-a]pyridin-6-yl)-N-((3-fluorobicyclo[1.1.1]pentan-1-yl)methyl)methylamine N1(CCC1)C=1C=C(C=NC1)C=1N=NN(C1)CC=1N=C2N(C=C(C=C2)CNCC23CC(C2)(C3)F)C1